3,5-dibromo-4-octanoyl-oxybenzonitrile BrC=1C=C(C#N)C=C(C1OC(CCCCCCC)=O)Br